C(CC(=O)OC(C)C)(=O)OCCCC butyl isopropyl malonate